(7R,14R)-1-(difluoromethoxy)-11-(4-(dimethylphosphoryl)phenyl)-10-fluoro-6-(methyl-d3)-6,7-dihydro-7,14-methanobenzo[f]benzo[4,5]imidazo[1,2-a][1,4]diazocin-5(14H)-one FC(OC1=CC=CC=2C(N([C@H]3C=4N([C@@H](C21)C3)C3=C(N4)C=C(C(=C3)C3=CC=C(C=C3)P(=O)(C)C)F)C([2H])([2H])[2H])=O)F